(S)-2-((1-(2-hydroxyethyl)-3-(oxetan-3-yloxy)-1H-pyrazol-4-yl)amino)-7-(1-methoxypropan-2-yl)-7H-pyrrolo[2,3-d]pyrimidine-6-carbonitrile OCCN1N=C(C(=C1)NC=1N=CC2=C(N1)N(C(=C2)C#N)[C@H](COC)C)OC2COC2